N-[(2R,3S)-3-{4-[(2S)-2-amino-2-cycloheptylacetamido]-2-chloro-3-fluorophenyl}-1-(4-methylpiperazin-1-yl)-1-oxobutan-2-yl]propanamide N[C@H](C(=O)NC1=C(C(=C(C=C1)[C@@H]([C@H](C(=O)N1CCN(CC1)C)NC(CC)=O)C)Cl)F)C1CCCCCC1